(4-((2,3-dimethyl-4-(4-(trifluoromethyl)piperidin-1-yl)phenyl)amino)benzyl)-5-oxopyrrolidine-3-carboxamide CC1=C(C=CC(=C1C)N1CCC(CC1)C(F)(F)F)NC1=CC=C(CN2CC(CC2=O)C(=O)N)C=C1